C(C)(C)(C)OC(=O)N1[C@H]2CN(C[C@H]2C1)C1=NC=CC(=N1)NC1=NNC(=C1)C1CC1 (1S,5R)-3-[4-[(5-cyclopropyl-1H-pyrazol-3-yl)amino]pyrimidin-2-yl]-3,6-diazabicyclo[3.2.0]heptane-6-carboxylic acid tert-butyl ester